2-Ethylhexyllaurat C(C)C(COC(CCCCCCCCCCC)=O)CCCC